C(C)(C)(C)C1=NC(=NO1)C1C2CN(CC12)C1=C(C(=C(C=C1)F)N1C(=NC(=C1C)C1(CC1)C(F)(F)F)C1CC1)F 5-(tert-butyl)-3-(3-(3-(2-cyclopropyl-5-methyl-4-(1-(trifluoromethyl)cyclopropyl)-1H-imidazol-1-yl)-2,4-difluorophenyl)-3-azabicyclo[3.1.0]hexan-6-yl)-1,2,4-oxadiazole